3-(7-nitro-3,4-dihydroquinolin-1(2H)-yl)propionic acid [N+](=O)([O-])C1=CC=C2CCCN(C2=C1)CCC(=O)O